6-(4-(3-chloro-4-fluorophenyl)-1-((1-methylcyclopropyl)methyl)-1H-imidazol-5-yl)imidazo[1,2-b]pyridazine-3-carbonitrile ClC=1C=C(C=CC1F)C=1N=CN(C1C=1C=CC=2N(N1)C(=CN2)C#N)CC2(CC2)C